(R)-5-(2-(2,5-difluorophenyl)pyrrolidin-1-yl)-N-(1-hydroxy-2-methylpropan-2-yl)pyrazolo[1,5-a]pyrimidine-3-carboxamide FC1=C(C=C(C=C1)F)[C@@H]1N(CCC1)C1=NC=2N(C=C1)N=CC2C(=O)NC(CO)(C)C